trans-4-(((trans-4-(4-Methoxy-3-methylphenyl)cyclohexyl)methyl)(3-(2-methoxythiazol-5-yl)phenyl)carbamoyl)cyclohexyl methylcarbamate CNC(O[C@@H]1CC[C@H](CC1)C(N(C1=CC(=CC=C1)C1=CN=C(S1)OC)C[C@@H]1CC[C@H](CC1)C1=CC(=C(C=C1)OC)C)=O)=O